C(C)(C)(C)OC(=O)N1CCN(CC1)C1=C(C=C(C=C1)C(F)(F)F)C=O 4-(4-trifluoromethyl-2-formylphenyl)piperazine-1-carboxylic acid tert-butyl ester